C1=NN=C2N1C1=C(NC2)N=CC=C1 4,5-dihydropyrido[2,3-e][1,2,4]triazolo[4,3-a]pyrazine